N1=CC=C(C=C1)N1C(=NC(=C1)CCC(=O)O)NC(C1=CC(=CC=C1)C=1C=NN(C1)COCC[Si](C)(C)C)=O 3-(1-(pyridin-4-yl)-2-(3-(1-((2-(trimethylsilyl)ethoxy)methyl)-1H-pyrazol-4-yl)benzoylamino)-1H-imidazol-4-yl)propionic acid